C(C)OC(=O)C=1C=C(NC1C1=CC=CC=C1)C1=CC=C(C=C1)[N+](=O)[O-] (4-nitrophenyl)-5-phenylAzole-4-carboxylic acid ethyl ester